(S)-tert-butyl (1-((1,3-bis(3,5-difluorophenyl)-2-methylpropan-2-yl)amino)-1-oxopropan-2-yl)carbamate FC=1C=C(C=C(C1)F)CC(CC1=CC(=CC(=C1)F)F)(C)NC([C@H](C)NC(OC(C)(C)C)=O)=O